O[C@@H]([C@@H]1C(CCCC1)=O)C1=CC=C(C=C1)[N+](=O)[O-] (R)-2-[(S)-hydroxy(4-nitrophenyl)methyl]cyclohexanone